2-chloro-N,N-dimethyl-4-(5-(piperidin-4-yl)-1,3,4-thiadiazol-2-yl)benzamide hydrochloride Cl.ClC1=C(C(=O)N(C)C)C=CC(=C1)C=1SC(=NN1)C1CCNCC1